4-amino-7-fluoro-N-methyl-N-((3R)-5-(trifluoromethyl)-2,3-dihydrofuro[2,3-b]pyridin-3-yl)-1,3-dihydrofuro[3,4-c]quinoline-8-carboxamide NC1=NC=2C=C(C(=CC2C2=C1COC2)C(=O)N([C@H]2COC1=NC=C(C=C12)C(F)(F)F)C)F